ClC=1C=C(C=C(C1)C)N(S(=O)(=O)CC)CC1=NC=C(C=C1)C(=O)NN N-(3-chloro-5-methylphenyl)-N-((5-(hydrazinecarbonyl)pyridin-2-yl)methyl)ethanesulfonamide